methyl (S)-2-amino-3-(6-bromo-4-vinylpyridin-2-yl)propanoate N[C@H](C(=O)OC)CC1=NC(=CC(=C1)C=C)Br